tert-butyl 4-[(1s,4s)-4-[1-(2,6-dioxopiperidin-3-yl)-3-methyl-2-oxo-1,3-benzodiazol-5-yl]cyclohexyl]piperazine-1-carboxylate O=C1NC(CCC1N1C(N(C2=C1C=CC(=C2)C2CCC(CC2)N2CCN(CC2)C(=O)OC(C)(C)C)C)=O)=O